1-(4-methoxybenzyl)-1-(4-(4-methylpiperazin-1-yl)benzyl)thiourea COC1=CC=C(CN(C(=S)N)CC2=CC=C(C=C2)N2CCN(CC2)C)C=C1